C1(=CCCCC1)C1=NC(=CC2=C1N=CN(C2=O)[C@H](CO)C)C2=NC=C(C=C2)C(F)(F)F (S)-8-(cyclohex-1-en-1-yl)-3-(1-hydroxypropan-2-yl)-6-(5-(trifluoromethyl)pyridin-2-yl)pyrido[3,4-d]pyrimidin-4(3H)-one